C1CC12N(CCCC2)C(=O)C=2C1=C(N(N2)CC(=O)N2CCN(CC2)C2=C(C(=CC=C2)C)C)C[C@H]2[C@H]1C2 |&1:33| 2-[(3bR,4aSR)-3-(4-azaspiro[2.5]octane-4-carbonyl)-3b,4,4a,5-tetrahydro-1H-cyclopropa[3,4]cyclopenta[1,2-c]pyrazol-1-yl]-1-[4-(2,3-dimethylphenyl)piperazin-1-yl]ethan-1-one